(S)-10-((5-chloro-2-(4-(hydroxymethyl)piperidin-1-yl)pyridin-4-yl)amino)-2-cyclopropyl-3,3-difluoro-7-methyl-1,2,3,4-tetrahydro[1,4]oxazepino[2,3-c]quinolin ClC=1C(=CC(=NC1)N1CCC(CC1)CO)NC1=CC=2C3=C(CN(C2C=C1)C)OCC([C@@H](N3)C3CC3)(F)F